C(CCC)N1CCCNCNC(CC1)CCCC 1,8-dibutyl-1,5,7-triazacyclodecane